C12NCCC(NC1)CC2 2,6-diaza-bicyclo[3.2.2]nonane